5-carboxymethyl-aminomethylcytidine C(=O)(O)CC=1C(=NC(N([C@]2([C@H](O)[C@H](O)[C@@H](CO)O2)CN)C1)=O)N